CS(=O)(=O)C1=CC=C(O[C@H](CN2CCC3(CC2)C(NC2=CC=CC=C23)=O)C)C=C1 1'-[(2S)-2-(4-methanesulfonylphenoxy)propyl]-1,2-dihydrospiro[indole-3,4'-piperidin]-2-one